NC1=NC(=NC2=CC(=C(C(=C12)C1=NC=CC=C1)OC)OC)N1CC2=CC=CC(=C2CC1)NS(=O)(=O)C 4-amino-6,7-dimethoxy-2-(5-methanesulfonamido-1,2,3,4-tetrahydroisoquinol-2-yl)(2-pyridyl)quinazoline